Methylgallate CC1=C(C(=O)[O-])C=C(C(=C1O)O)O